ethyl 2-[(2s,3r)-3-(4-bromo-3-methoxy-phenyl)-3-[tert-butyl (dimethyl) silyl] oxy-2-(cyclopentyloxy) propyl]-6-methoxy-1,3-benzothiazole-4-carboxylate BrC1=C(C=C(C=C1)[C@H]([C@H](CC=1SC=2C(N1)=C(C=C(C2)OC)C(=O)OCC)OC2CCCC2)O[Si](C)(C)C(C)(C)C)OC